4-(1-(1-(2-(4-fluorophenoxy)ethyl)-4-(5-methylthiophen-2-yl)-1h-1,2,3-triazole-5-carboxamido)ethyl)benzoic acid FC1=CC=C(OCCN2N=NC(=C2C(=O)NC(C)C2=CC=C(C(=O)O)C=C2)C=2SC(=CC2)C)C=C1